rel-tert-butyl (3R,4R)-3-ethynyl-4-(pyridin-4-yl)pyrrolidine-1-carboxylate C(#C)[C@@H]1CN(C[C@H]1C1=CC=NC=C1)C(=O)OC(C)(C)C |o1:2,6|